C(C)OCCN=[N+]=[N-] ethoxy-ethylazide